C1(=CC(=CC=C1)OC1=C2CC[C@H](C2=CC=C1[N+](=O)[O-])OP(=O)(N1CC1)N1CC1)C1=CC=CC=C1 bis(aziridin-1-yl)phosphinic acid (R)-4-([1,1'-biphenyl]-3-yloxy)-5-nitro-2,3-dihydro-1H-inden-1-yl ester